1-(6-bromo-5-nitro-2H-indazol-2-yl)-2-methylpropan-2-ol BrC=1C(=CC2=CN(N=C2C1)CC(C)(O)C)[N+](=O)[O-]